F[B-](F)(F)F.C1(CCCCC1)[PH+](C1=CC=C(C=C1)OCC)C1CCCCC1 Dicyclohexyl-(4-ethoxyphenyl)phosphonium tetrafluoroborate